C(C1=CC=CC=C1)OC=1C=CC(=C2C=CC(NC12)=O)[C@H](CN1C=CC2=CC=CC=C12)O (R)-8-(benzyloxy)-5-(1-hydroxy-2-(indol-1-yl)ethyl)quinolin-2(1H)-one